COC(=O)C1=CC2=C(N=C3N2CCOCC3N3CCC(CC3)C3=NC(=CC=C3)OCC3=CC=CC=C3)C=C1.C1=CC=CC=3C2=CC=CC=C2N(C13)C1=CC=C(C(=O)C=3NC=CN3)C=C1 4-(9-carbazolyl)-benzoyl-imidazole methyl-5-(4-(6-(benzyloxy)pyridin-2-yl)piperidin-1-yl)-1,2,4,5-tetrahydrobenzo[4,5]imidazo[1,2-d][1,4]oxazepin-9-carboxylate